C(#N)NS(=O)(=O)C(F)(F)F cyanotrifluoromethanesulfonamide